3-((4-(1-(2-(2,4-dioxotetrahydropyrimidin-1(2H)-yl)benzyl)piperidin-4-yl)phenyl)amino)-5-(piperidin-1-yl)pyrazine-2-carboxamide O=C1N(CCC(N1)=O)C1=C(CN2CCC(CC2)C2=CC=C(C=C2)NC=2C(=NC=C(N2)N2CCCCC2)C(=O)N)C=CC=C1